C(#N)C=1C(=NC(=NC1C=1SC=CC1)SCC=1C=C(C=CC1)CC(=O)O)OC [3-(5-Cyano-4-methoxy-6-thiophen-2-yl-pyrimidin-2-ylsulfanylmethyl)-phenyl]-acetic acid